NC1=CC=C(C=C1)CC1CCN(CC1)C(=O)OC(C)(C)C tert-butyl 4-[(4-aminophenyl) methyl]piperidine-1-carboxylate